4-bromo-7-methoxy-1,2-dihydronaphthalene BrC1=CCCC2=CC(=CC=C12)OC